5-(4-((4-methylmorpholin-3-yl)methoxy)phenyl)-2-oxo-6-(trifluoromethyl)-1,2-dihydropyridine-3-carboxamide CN1C(COCC1)COC1=CC=C(C=C1)C=1C=C(C(NC1C(F)(F)F)=O)C(=O)N